C(C)N(C1=CC=C(C=C2C(C(CC2)=CC2=CC=C(C=C2)N(CC)CC)=O)C=C1)CC 2,5-bis(4-diethylaminobenzylidene)cyclopentanone